COC=1C=C(C=C(C1C)OC)[C@@H]([C@H](CN1N=C2C(=CC=CC2=C1)C(=O)O)OCCC1=CC=CC=C1)O 2-((2S,3S)-3-(3,5-dimethoxy-4-methylphenyl)-3-hydroxy-2-phenethoxypropyl)-2H-indazole-7-carboxylic acid